3-(2-ethoxy-2-oxoethyl)-5-methyl-1H-indole-2-carboxylic acid ethyl ester C(C)OC(=O)C=1NC2=CC=C(C=C2C1CC(=O)OCC)C